(1-hydroxyoctadecyl)ether OC(CCCCCCCCCCCCCCCCC)OC(CCCCCCCCCCCCCCCCC)O